NCCCCN1N=CC=2C1=NC=NC2N(C)C 1-(4-aminobutyl)-4-(dimethylamino)-1H-pyrazolo[3,4-d]pyrimidin